(e)-1-(2-Aminophenyl)-3-(4-hydroxyphenyl)prop-2-en-1-one NC1=C(C=CC=C1)C(\C=C\C1=CC=C(C=C1)O)=O